Cl.Cl.C1(=CC=CC=C1)C1NCCCC1N 2-phenyl-3-piperidinamine dihydrochloride